Cl.C(C)OC(=O)C1=CC=2C(=NC=C(C2)C(F)(F)F)N1[C@@H](CN)C (R)-1-(1-aminopropane-2-yl)-5-(trifluoromethyl)-1H-pyrrolo[2,3-b]pyridine-2-carboxylic acid ethyl ester hydrochloride